ClC=1C(=NC=CC1C1=NC(=C(C=C1)C=O)OC)C1=C(C(=CC=C1)C1=NC(=C(C=C1)C=O)OC)Cl 3'-Chloro-2'-(2-chloro-3-(5-formyl-6-methoxypyridin-2-yl)phenyl)-6-methoxy-[2,4'-bipyridine]-5-carbaldehyde